N=1OC=C2C1CCCC2 4,5,6,7-tetrahydrobenzo[c]isoxazole